5-hydroxy-6-(5H-imidazo[5,1-a]isoindol-5-yl)-5,6,7,8-tetrahydronaphthalene-2-sulfonamide OC1C=2C=CC(=CC2CCC1C1N2C(C3=CC=CC=C13)=CN=C2)S(=O)(=O)N